C(CC[NH3+])CC[NH2+]CCC[NH3+] The molecule is a triply-charged organic cation obtained by protonation of all three amino groups of aminopropylcadaverine; major species at pH 7.3. It is an ammonium ion derivative and an organic cation. It is a conjugate acid of an aminopropylcadaverine.